BrC1=NN(C=C1C(=O)[2H])C 3-bromo-1-methyl-1H-pyrazole-4-carbaldehyde-d